ethyl 5-fluoro-2-(4-fluorophenyl)isonicotinate FC1=CN=C(C=C1C(=O)OCC)C1=CC=C(C=C1)F